benzyl 4-((1-(2-(2,6-dioxopiperidin-3-yl)-1,3-dioxoisoindoline-5-yl)piperidin-4-yl)methyl)piperazine-1-carboxylate O=C1NC(CCC1N1C(C2=CC=C(C=C2C1=O)N1CCC(CC1)CN1CCN(CC1)C(=O)OCC1=CC=CC=C1)=O)=O